ClC=1C=CC(=NC1)C1=NN(C=C1C1=C2C(=NC=C1)NC=C2)C 4-[3-(5-chloro-2-pyridinyl)-1-methyl-pyrazol-4-yl]-1H-pyrrolo[2,3-b]pyridine